4-(6-((2-Fluoro-4-propionylbenzyl)oxy)pyridin-2-yl)piperidine-1-carboxylic acid tert-butyl ester C(C)(C)(C)OC(=O)N1CCC(CC1)C1=NC(=CC=C1)OCC1=C(C=C(C=C1)C(CC)=O)F